C(C1=CC=CC=C1)N1C=C(C2=CC(=CC=C12)[N+](=O)[O-])CC1=CC=C(C(=O)NCCCCCCC(=O)NO)C=C1 4-((1-benzyl-5-nitro-1H-indol-3-yl)methyl)-N-(7-(hydroxyamino)-7-oxoheptyl)benzamide